(E)-2-(3-Fluoro-4-isopropyl-5-methoxyphenylvinyl)-4,4,5,5-tetramethyl-1,3,2-dioxaborolane FC=1C=C(C=C(C1C(C)C)OC)/C=C/B1OC(C(O1)(C)C)(C)C